heptyl 4-((4-((3-(but-3-yn-1-yloxy)-3-oxopropyl)(3-(dimethylamino)propyl)amino)-4-oxobutyl)disulfaneyl)butanoate C(CC#C)OC(CCN(C(CCCSSCCCC(=O)OCCCCCCC)=O)CCCN(C)C)=O